di-Zinc adipate C(CCCCC(=O)[O-])(=O)[O-].[Zn+2].[Zn+2].C(CCCCC(=O)[O-])(=O)[O-]